C(C)(C)(C)N1C=NC(=C1)NC(C1=CC(=C(C=C1)C)C#CC=1C=NC=CC1)=O N-(1-tert-butylimidazol-4-yl)-4-methyl-3-[2-(3-pyridinyl)ethynyl]benzamide